3-methyl-2-butanol di-tert-butyl-(2S,5S)-5-(2-methoxy-2-oxoethyl)pyrrolidine-1,2-dicarboxylate C(C)(C)(C)C1[C@@](N([C@@H](C1)CC(=O)OC)C(=O)O)(C(=O)O)C(C)(C)C.CC(C(C)O)C